N-((S)-(4,4-Difluorocyclohexyl)(5-((R)-1-(4,4,4-trifluorobutanamido)ethyl)-1H-benzo[d]imidazol-2-yl)methyl)-1-((2,2,3,3-tetrafluorocyclobutyl)methyl)-1H-1,2,3-triazole-5-carboxamide FC1(CCC(CC1)[C@H](NC(=O)C1=CN=NN1CC1C(C(C1)(F)F)(F)F)C1=NC2=C(N1)C=CC(=C2)[C@@H](C)NC(CCC(F)(F)F)=O)F